FC(CCN1N=NC(=C1)C(=O)NC)CN1N=NC(=C1)NC(CC1=CC(=CC=C1)OC(F)(F)F)=O 1-[3-fluoro-4-(4-{2-[3-(trifluoromethoxy)phenyl]acetamido}-1H-1,2,3-triazol-1-yl)butyl]-N-methyl-1H-1,2,3-triazole-4-carboxamide